bis(3-methylenepent-4-enyl)hexahydropyrroloquinoline tert-butyl-5-Methyl-6-oxo-3-(trifluoromethyl)-6,7,7a,8,10,11-hexahydropyrazino[1,2-d]pyrido[3,2-b][1,4]diazepine-9(5H)-carboxylate C(C)(C)(C)OC(=O)N1CC2N(C3=C(N(C(C2)=O)C)C=C(C=N3)C(F)(F)F)CC1.C=C(CCC1N(C3=C2C(CCC3CC1)=NC=C2)CCC(C=C)=C)C=C